phenoxytetrabromobisphenol A O(C1=CC=CC=C1)CC(C1=C(C(=C(O)C(=C1Br)Br)Br)Br)(C)C1=CC=C(C=C1)O